[1-[6-[6-(difluoromethyl)imidazo[1,2-b]pyridazin-3-yl]pyrimidin-4-yl]-3-piperidinyl]methyl-methylimino-oxo-sulfane FC(C=1C=CC=2N(N1)C(=CN2)C2=CC(=NC=N2)N2CC(CCC2)CCN=S=O)F